C1(CC1)N(C(OC(C)(C)C)=O)[C@H]1CN(CC1)C=1N=NC(=CC1)C1=C(C=C(C(=C1)F)C=1C=NN(C1)C1OCCCC1)OCOC tert-butyl N-cyclopropyl-N-[(3R)-1-{6-[5-fluoro-2-(methoxymethoxy)-4-[1-(oxan-2-yl)pyrazol-4-yl]phenyl]pyridazin-3-yl}pyrrolidin-3-yl]carbamate